rac-6-(2-(((2R,3S,4R,5R)-5-(6-chloro-4-(cyclopentylamino)-1H-pyrazolo[3,4-d]pyrimidin-1-yl)-3,4-dihydroxytetrahydrofuran-2-yl)methoxy)-3-hydroxy-2-phosphonopropyl)picolinic acid ClC1=NC(=C2C(=N1)N(N=C2)[C@H]2[C@@H]([C@@H]([C@H](O2)CO[C@@](CC2=CC=CC(=N2)C(=O)O)(CO)P(=O)(O)O)O)O)NC2CCCC2 |&1:17|